R-(2-methylpropane-2-sulfinylimino)-acetic acid ethyl ester C(C)OC(C=N[S@](=O)C(C)(C)C)=O